N1(CCCC2=CC=CC=C12)C1N(C=CC=N1)CCCCCCC(=O)NO 2-(3,4-dihydroquinolin-1(2H)-yl)-N-(7-(hydroxyamino)-7-oxoheptyl)pyrimidine